ClC1=CC=C(C=C1)C1=C(C=CC=C1)CN1C(CN(CC1)CC=1C=C2CN(C(C2=CC1)=O)C1C(NC(CC1)=O)=O)(C)C 3-(5-((4-((4'-chloro-[1,1'-biphenyl]-2-yl)methyl)-3,3-dimethylpiperazin-1-yl)methyl)-1-oxoisoindolin-2-yl)piperidine-2,6-dione